2-((2-(1-methyl-2,6-dioxopiperidin-3-yl)-1,3-dioxoisoindolin-5-yl)oxy)acetic acid CN1C(C(CCC1=O)N1C(C2=CC=C(C=C2C1=O)OCC(=O)O)=O)=O